FC=1C=C2CCC(NC2=C(C1)[N+](=O)[O-])=O 6-fluoro-8-nitro-3,4-dihydroquinolin-2(1H)-one